(2-methyl-4-(6-(4-methylpiperazin-1-yl)pyrazolo[1,5-a]pyrazin-4-yl)phenyl)methanamine dihydrochloride Cl.Cl.CC1=C(C=CC(=C1)C=1C=2N(C=C(N1)N1CCN(CC1)C)N=CC2)CN